COC1=CC=C(C=C1)CN1C(CC2(CC1C=1N=NN(C1)C)C(NC1=CC=CC=C12)=O)C [(4-methoxyphenyl)methyl]-2'-methyl-6'-(1-methyltriazol-4-yl)spiro[indoline-3,4'-piperidine]-2-one